FC([C@@H]1C[C@H](C(N1C=1N=C2N(CCOC3=C2C=CC(=C3)N[C@H](C(=O)N)C)C1)=O)OC)F (S)-2-((2-((3R,5S)-5-(Difluoromethyl)-3-methoxy-2-oxopyrrolidin-1-yl)-5,6-dihydrobenzo[f]imidazo[1,2-d][1,4]oxazepin-9-yl)amino)propionamide